methyl (3-(6-oxa-3-azabicyclo[3.1.1]heptan-3-yl)-1-(tetrahydro-2H-pyran-2-yl)-1H-pyrazolo[4,3-c]pyridin-6-yl)carbamate C12CN(CC(O1)C2)C2=NN(C1=C2C=NC(=C1)NC(OC)=O)C1OCCCC1